ClC=1C(=CC(=NC1)OC)C1=CC(=NN1)C(=O)N1CCC(CC1)C(=O)NCC=1NC(C2=C(N1)N(N=C2)C)=O 1-[5-(5-chloro-2-methoxypyridin-4-yl)-1H-pyrazole-3-carbonyl]-N-({1-methyl-4-oxo-1H,4H,5H-pyrazolo[3,4-d]pyrimidin-6-yl}methyl)piperidine-4-carboxamide